2-(4-propylphenethyl)-6-((tetrahydro-2H-pyran-2-yl)methoxy)-3-(4-(trifluoromethoxy)phenyl)pyridin-4-ol C(CC)C1=CC=C(CCC2=NC(=CC(=C2C2=CC=C(C=C2)OC(F)(F)F)O)OCC2OCCCC2)C=C1